(E)-N-(4-(1-(4-(4-(7-((2-(2,6-dioxopiperidin-3-yl)-1,3-dioxoisoindolin-5-yl)thio)heptyl)piperazin-1-yl)benzoyl)piperidin-4-yl)butyl)-3-(pyridin-3-yl)acrylamide O=C1NC(CCC1N1C(C2=CC=C(C=C2C1=O)SCCCCCCCN1CCN(CC1)C1=CC=C(C(=O)N2CCC(CC2)CCCCNC(\C=C\C=2C=NC=CC2)=O)C=C1)=O)=O